C(#N)C1=CC(=C(C=C1)N1CC(CC1)C(=O)N)F 1-(4-cyano-2-fluorophenyl)-3-pyrrolidinecarboxamide